2-(4-(Dimethylamino)butanamido)-2-methylpropane-1,3-diyl di-dodecanoate C(CCCCCCCCCCC)(=O)OCC(COC(CCCCCCCCCCC)=O)(C)NC(CCCN(C)C)=O